FC(S(=O)(=O)[O-])(F)F.CC1=[NH+]C(=CC(=C1)C)C 2,4,6-trimethylpyridinium trifluoromethanesulfonate salt